N1C(CC2=CC=CC=C12)=O Indol-2(1H)-one